Ethyl 10-(5-bromothiazol-2-yl)-6-isopropyl-9-(3-methoxypropoxy)-2-oxo-2,6,7,11b-tetrahydro-1H-pyrido[2,1-a]isoquinoline-3-carboxylate BrC1=CN=C(S1)C1=C(C=C2CC(N3C(C2=C1)CC(C(=C3)C(=O)OCC)=O)C(C)C)OCCCOC